1-tert-butyl 2,3,4,5,6-pentafluorophenyl dodecanedioate C(CCCCCCCCCCC(=O)OC1=C(C(=C(C(=C1F)F)F)F)F)(=O)OC(C)(C)C